9-methylsulfo-10-phenylacridine CC1C2=CC=CC=C2N(C=2C=CC=C(C12)S(=O)(=O)O)C1=CC=CC=C1